(R)-4-{3-(4-Fluorophenyl)-1-[(3R)-1-(methanesulfonyl)pyrrolidin-3-yl]-1H-pyrazol-4-yl}-6-phenylfuro[2,3-d]pyrimidine FC1=CC=C(C=C1)C1=NN(C=C1C=1C2=C(N=CN1)OC(=C2)C2=CC=CC=C2)[C@H]2CN(CC2)S(=O)(=O)C